C[Si](C)(C)[Si]([Si](C)(C)C)[Si](C)(C)C tri(trimethylsilyl)silicon